CC1=C(C=CC(=C1)C)N1CCN(CC1)S(=O)(=O)C1=CC=C(C=C1)NC(NCC=1C=NC=CC1)=O 3-{4-[4-(2,4-dimethylphenyl)piperazine-1-sulfonyl]phenyl}-1-(pyridin-3-ylmethyl)urea